CC=1C=C(C=CC1)N(C1=CC=C2C=CC=3C(=CC=C4C=CC1=C2C34)N(C3=CC(=CC=C3)C3(C4=CC=CC=C4C=4C=CC=CC34)C3=CC=CC=C3)C3=CC(=CC=C3)C)C3=CC(=CC=C3)C3(C4=CC=CC=C4C=4C=CC=CC34)C3=CC=CC=C3 N,N'-bis(3-methylphenyl)-N,N'-bis[3-(9-phenyl-9H-fluorene-9-yl)phenyl]pyrene-1,6-diamine